cholestenetetrol C(C(C)(C=CC[C@@H](C)[C@H]1CC[C@H]2[C@@H]3CCC4CCCC[C@]4(C)[C@H]3CC[C@]12C)O)(O)(O)O